4-hydroxy-N-[7-methoxy-4-(1H-pyrazol-4-yl)-1H-1,3-benzodiazol-2-yl]-4-methylpiperidine-1-carboxamide OC1(CCN(CC1)C(=O)NC1=NC2=C(N1)C(=CC=C2C=2C=NNC2)OC)C